ClC1=C(C(=O)N)C=CC(=C1)NC1=NC=C(C(=N1)NC=1C=CC2=C(NC(O2)=O)C1)C 2-Chloro-4-[5-methyl-4-(2-oxo-2,3-dihydro-benzooxazol-5-ylamino)-pyrimidin-2-ylamino]-benzamide